amylisononyl terephthalate C(C1=CC=C(C(=O)[O-])C=C1)(=O)OC(CCCCCC(C)C)CCCCC